(R)-1-(5-(1H-Imidazol-2-yl)isochroman-1-yl)-N-methylmethanamine hydrochloride salt Cl.N1C(=NC=C1)C1=C2CCO[C@H](C2=CC=C1)CNC